tert-butyl 4-[4-[[5-chloro-4-(2-isopropylsulfonylanilino)pyrimidin-2-yl]amino]-5-methoxy-2-methyl-phenyl]piperidine-1-carboxylate ClC=1C(=NC(=NC1)NC1=CC(=C(C=C1OC)C1CCN(CC1)C(=O)OC(C)(C)C)C)NC1=C(C=CC=C1)S(=O)(=O)C(C)C